C(#N)CC1=CC=C(C=C1)NC(=O)C1C(CCC(C1)(C)C)C(C)C N-[4-(cyanomethyl)phenyl]-2-isopropyl-5,5-dimethylcyclohexylcarboxamide